CCCCCCCCCCCCCC(=O)OC[C@H](COP(=O)([O-])OCC[N+](C)(C)C)OC(=O)CCCCCCCCC/C=C\\CCCCCC The molecule is a phosphatidylcholine 32:1 in which the acyl groups at C-1 and C-2 are tetradecanoyl and (11Z)-octadec-11-enoyl respectively. It has a role as a mouse metabolite. It is a phosphatidylcholine 32:1 and a tetradecanoate ester. It derives from a cis-vaccenic acid.